(Z)-2-(1-isopropyl-5-methyl-1H-benzo[d]imidazol-2-yl)-1-(4-methoxyphenyl)vinyl-4-methoxybenzoate C(C)(C)N1C(=NC2=C1C=CC(=C2)C)\C=C(\C2=CC=C(C=C2)OC)/OC(C2=CC=C(C=C2)OC)=O